t-butyldimethylsilyl trifluoromethanesulfonate FC(S(=O)(=O)O[Si](C)(C)C(C)(C)C)(F)F